1-octyl-4-ethylpyridinium fluoride [F-].C(CCCCCCC)[N+]1=CC=C(C=C1)CC